(S)-benzyl 2-((5-fluoro-6-methylpyridin-2-yl)(methyl)carbamoyl)-5-oxopyrrolidine-1-carboxylate FC=1C=CC(=NC1C)N(C(=O)[C@H]1N(C(CC1)=O)C(=O)OCC1=CC=CC=C1)C